C(#C)C1(CN(C1)C(=O)OC(C)(C)C)OC tert-butyl 3-ethynyl-3-methoxyazetidine-1-carboxylate